N-[(2S,3R)-4,4-difluoro-2-[(2-fluoro-3'-methyl[1,1'-biphenyl]-3-yl)methyl]-1-(oxetane-2-carbonyl)pyrrolidin-3-yl]-ethanesulfonamide FC1([C@@H]([C@@H](N(C1)C(=O)C1OCC1)CC=1C(=C(C=CC1)C1=CC(=CC=C1)C)F)NS(=O)(=O)CC)F